NC=1SC(=CN1)C(=O)NC1=C(C=C(C(=C1)C(NC1=NC=C(C=C1)[C@@H](C)OC)=O)F)C 2-Amino-N-[4-fluoro-5-[[5-[(1R)-1-methoxyethyl]pyridin-2-yl]carbamoyl]-2-methylphenyl]-1,3-thiazole-5-carboxamide